FC(C(=O)O)(F)F.C1N(CC12CNC2)C2=CC=C(C=N2)C=2C=CC1=CN(N=C1C2F)C(C(=O)NC=2SC=CN2)C2=C1N(C=N2)CCC1 2-(6-(6-(2,6-diazaspiro[3.3]heptan-2-yl)pyridin-3-yl)-7-fluoro-2H-indazol-2-yl)-2-(6,7-dihydro-5H-pyrrolo[1,2-c]imidazol-1-yl)-N-(thiazol-2-yl)acetamide, trifluoroacetic acid salt